N-[(1R)-1-[3-(difluoromethyl)-5-nitro-phenyl]ethyl]-1-[5-(3-methyltriazol-4-yl)-3-pyridyl]-6-oxo-pyridazine-3-carboxamide FC(C=1C=C(C=C(C1)[N+](=O)[O-])[C@@H](C)NC(=O)C1=NN(C(C=C1)=O)C=1C=NC=C(C1)C=1N(N=NC1)C)F